CS(=O)(=O)N1CC(CCC1)=O 1-(methylsulfonyl)piperidin-3-one